(2S,4R)-1-(2-(3-acetyl-5-(pyridazin-4-yl)-1H-indol-1-yl)acetyl)-4-fluoro-N-(1-(2-fluorophenyl)-3-methyl-1H-pyrazol-5-yl)pyrrolidine-2-carboxamide C(C)(=O)C1=CN(C2=CC=C(C=C12)C1=CN=NC=C1)CC(=O)N1[C@@H](C[C@H](C1)F)C(=O)NC1=CC(=NN1C1=C(C=CC=C1)F)C